5-phenyl-1,2-oxazole C1(=CC=CC=C1)C1=CC=NO1